2-(2-(dicyclohexylphosphaneyl)phenyl)-1-methyl-1H-indole C1(CCCCC1)P(C1=C(C=CC=C1)C=1N(C2=CC=CC=C2C1)C)C1CCCCC1